3-[[[(1S)-3-carboxy-1-(hydroxycarbamoyl)-propyl]amino]methyl]benzoic acid C(=O)(O)CC[C@@H](C(NO)=O)NCC=1C=C(C(=O)O)C=CC1